1-hexadecyl-3-Methylimidazolium chloride [Cl-].C(CCCCCCCCCCCCCCC)N1C=[N+](C=C1)C